N-(hydroxymethyl)2-methylpropan-2-enamide OCNC(C(=C)C)=O